2-methyl-5-[(4-methyl-1,3-thiazol-5-yl)methoxy]-2H-indazole-3-carboxamide CN1N=C2C=CC(=CC2=C1C(=O)N)OCC1=C(N=CS1)C